NC1=CC=C(OC=2C(CC(=CC2)C2=CC=C(C=C2)OC2=CC=C(C=C2)N)(S(=O)(=O)O)S(=O)(=O)O)C=C1 4,4'-bis(4-aminophenoxy)biphenyl-3,3-disulfonic acid